7-(5-methylfuran-2-yl)-4-propan-2-yl-3,5,6,8,10,11-hexazatricyclo[7.3.0.02,6]dodeca-1(9),2,4,7,11-pentaene CC1=CC=C(O1)C=1N2N=C(N=C2C=2C=NNC2N1)C(C)C